C(C1=CC=CC=C1)OC1=CC(=C(C(=O)O)C(=C1)C)N(C)C 4-(benzyloxy)-2-(dimethylamino)-6-methylbenzoic acid